Cl.CN1C(CCC1)=O N-methyl-pyrrolidone hydrochloride